ClC=1N=C(C2=C(N1)C(=C(O2)C2=NC=CC=C2)C)N2CCOCC2 2-chloro-7-methyl-4-morpholino-6-(pyridin-2-yl)furo[3,2-d]pyrimidine